C(C)(=O)C1=CN(C2=CC(=CC=C12)C(=O)OC)CC(=O)N(C1CC1)CC(=O)NCC1=C(C(=CC=C1)Cl)F methyl 3-acetyl-1-(2-((2-((3-chloro-2-fluorobenzyl) amino)-2-oxoethyl) (cyclopropyl) amino)-2-oxoethyl)-1H-indole-6-carboxylate